Butyl-2-(chloro methyl)-4-phenoxybenzoate C(CCC)OC(C1=C(C=C(C=C1)OC1=CC=CC=C1)CCl)=O